(7-bromo-2-chloro-6,8-difluoroquinazolin-4-yl)piperazine-1-carboxylic acid tert-butyl ester C(C)(C)(C)OC(=O)N1C(CNCC1)C1=NC(=NC2=C(C(=C(C=C12)F)Br)F)Cl